N-(1'-(6-acetyl-2-(1,1-difluoroethyl)pyrimidin-4-yl)-1',2'-dihydrospiro[cyclopropan-1,3'-pyrrolo[3,2-c]pyridin]-6'-yl)acetamide C(C)(=O)C1=CC(=NC(=N1)C(C)(F)F)N1CC2(C=3C=NC(=CC31)NC(C)=O)CC2